CC1(NC(CC(C1)OC(=O)CC(C(CC(=O)OC1CC(NC(C1)(C)C)(C)C)C(=O)OC1CC(NC(C1)(C)C)(C)C)C(=O)OC1CC(NC(C1)(C)C)(C)C)(C)C)C tetrakis(2,2,6,6-tetramethyl-4-piperidyl)-1,2,3,4-butane-tetracarboxylate